C(=C)C1=CC=C(C=C1)CCC1=CC=C(C=C1)C=C 1,2-di(4-vinyl-phenyl)ethane